FC(C1=CC=C(CC2CCC3(CN(C3)C(=O)C3CC(C3)(C)O)CC2)C=C1)F (7-(4-(Difluoromethyl)benzyl)-2-azaspiro[3.5]nonan-2-yl)((1s,3s)-3-hydroxy-3-methylcyclobutyl)methanone